FC1=C(N=CC2=C1N=C(N=C2N2CC1CCC(C2)C1NC(OC(C)(C)C)=O)OC[C@H]1N(CCC1)C)C1=CC(=CC2=CC=CC=C12)O tert-butyl (syn-3-(8-fluoro-7-(3-hydroxynaphthalen-1-yl)-2-(((S)-1-methylpyrrolidin-2-yl)methoxy)pyrido[4,3-d]pyrimidin-4-yl)-3-azabicyclo[3.2.1]octan-8-yl)carbamate